Methylenesuccinic acid C=C(C(=O)O)CC(=O)O